(1S)-1'-{6-cyclopropylimidazo[2,1-b][1,3,4]thiadiazol-2-yl}-1,3-dihydrospiro[indene-2,4'-piperidin]-1-amine C1(CC1)C=1N=C2SC(=NN2C1)N1CCC2(CC1)[C@@H](C1=CC=CC=C1C2)N